C(C)(C)(C)OC(=O)N[C@@H](C(=O)N[C@@H](C(=O)O)CC#CC1=CC=CC=C1)CC1=CC=CC=C1 (2R)-2-[[(2R)-2-(tert-butoxycarbonylamino)-3-phenyl-propionyl]amino]-5-phenylpentan-4-ynoic acid